4-[[5-(4-fluorophenyl)-6-isopropyl-1H-pyrazolo[4,3-g]quinolin-7-yl]oxy]benzoic acid FC1=CC=C(C=C1)C1=C(C(=NC2=CC3=C(C=C12)C=NN3)OC3=CC=C(C(=O)O)C=C3)C(C)C